6-(1-((1,5-dimethyl-1H-pyrazol-4-yl)sulfonyl)piperidin-4-yl)-7-(1-methyl-1H-pyrazol-3-yl)-[1,2,4]triazolo[1,5-a]pyridine CN1N=CC(=C1C)S(=O)(=O)N1CCC(CC1)C=1C(=CC=2N(C1)N=CN2)C2=NN(C=C2)C